N1N=C(N=C1)NC(=S)N N-1H-1,2,4-triazol-3-yl-thiourea